3-(1,2,3,5,6,7-hexahydro-s-indacen-4-yl)-1-[(2-methylpyrimidin-5-yl)(oxan-4-yl)sulfamoyl]urea Sodium Salt [Na].C1CCC2=C(C=3CCCC3C=C12)NC(NS(N(C1CCOCC1)C=1C=NC(=NC1)C)(=O)=O)=O